C(#N)C1=CC=C(CNC(=O)C2=NC(=NC(=C2O)O)C)C=C1 (4-cyanobenzyl)-5,6-dihydroxy-2-methylpyrimidine-4-carboxamide